NC=1C(=NC(=CN1)C1=CC=C(C=C1)C)C(=O)NC1=CC=C(C=C1)S(=O)(=O)C[P@@](OC)(=O)C (R)-methyl (4-(3-amino-6-p-tolylpyrazine-2-carboxamido)phenylsulfonyl)methyl(methyl)phosphinate